tridec-2-enal C(C=CCCCCCCCCCC)=O